NC1=CC=C(C=C1)C1CC(C1)C1=CC=C(C=C1)N 2,4-bis(4-aminophenyl)cyclobutane